4-((2-((Dimethylamino)methyl)-1H-benzo[d]imidazol-5-yl)carbamoyl)benzoic acid CN(C)CC1=NC2=C(N1)C=CC(=C2)NC(=O)C2=CC=C(C(=O)O)C=C2